Bis(t-butylamino)hafnium C(C)(C)(C)N[Hf]NC(C)(C)C